2-(4-(4-((5-bromo-4-((2-(dimethylphosphono)-3,4-dimethylphenyl)amino)pyrimidin-2-yl)Amino)-5-methoxy-2-(1-methyl-1H-pyrazol-4-yl)phenyl)piperazin-1-yl)-7-azaspiro[3.5]nonane BrC=1C(=NC(=NC1)NC1=CC(=C(C=C1OC)N1CCN(CC1)C1CC2(C1)CCNCC2)C=2C=NN(C2)C)NC2=C(C(=C(C=C2)C)C)P(=O)(OC)OC